C(C)(C)(C)OC(=O)N1[C@@H](CN([C@H](C1)C)C1=NC(N2C3=C(C(=C(C=C13)Cl)C1=C(C=C(C=C1)F)F)OC[C@H]2CC2CCNCC2)=O)C (2R,5S)-tert-butyl-4-((3R)-9-chloro-10-(2,4-difluorophenyl)-5-oxo-3-(piperidin-4-ylmethyl)-3,5-dihydro-2H-[1,4]oxazino[2,3,4-ij]quinazolin-7-yl)-2,5-dimethylpiperazine-1-carboxylate